O1C(C=CC1)C1(CCN(CC1)CC1=CC=C(C=C1)NC(C)=O)CCC1=CC=CC=C1 N-(4-((4-(2,5-dihydrofuran-2-yl)-4-phenethyl-piperidin-1-yl)methyl)phenyl)acetamide